methyl-o-chlorostyryl-sulfonium C[SH+]C=CC1=C(C=CC=C1)Cl